CS(=O)(=O)OC[C@@H]1N(CCN([C@H]1C1=CC(=NC(=C1)Cl)Br)C(C)=O)CC1=CC=C(C=C1)OC trans-(4-acetyl-3-(2-bromo-6-chloropyridin-4-yl)-1-(4-methoxybenzyl)piperazin-2-yl)methyl methanesulfonate